C(C)O[Si](OCC)OCC tri-ethoxy-silicon